(S)-2,2-difluoro-3'-(5-fluoro-6-methyl-1H-pyrazolo[3,4-b]pyridin-4-yl)-2'-(5-fluoropyridin-2-yl)-4',5'-dihydro-7'H-spiro[cyclopropane-1,6'-pyrazolo[1,5-a]pyridine] FC1(C[C@]12CCC=1N(C2)N=C(C1C1=C2C(=NC(=C1F)C)NN=C2)C2=NC=C(C=C2)F)F